COC(=O)C=1C=CC(=NC1)C1=NC=CC=C1C=1C=CC=2N(C1)C(=CN2)C(N)=O Methyl-3'-(3-carbamoylimidazo[1,2-a]pyridin-6-yl)-[2,2'-bipyridin]-5-carboxylat